C(C)(C)(C)C(C(=O)OCCCCSSCCCCO)C1CC(CC1)C1=NN(C(=C1)N)C(C)(C)C 4,4'-dithiodi-butane-1-ol tert-butyl-2-(3-(5-amino-1-(tert-butyl)-1H-pyrazol-3-yl)cyclopentyl)acetate